NCCC[Mg] Aminopropyl-Magnesium